1-(M-Tolyl)-1H-pyrrole-2,5-dione C1(=CC(=CC=C1)N1C(C=CC1=O)=O)C